2-(4-(2-((1-(Cyclopropylsulfonyl)piperidin-4-yl)amino)-5-(trifluoromethyl)pyrimidin-4-yl)-1H-pyrazol-1-yl)-2-methylpropanamide C1(CC1)S(=O)(=O)N1CCC(CC1)NC1=NC=C(C(=N1)C=1C=NN(C1)C(C(=O)N)(C)C)C(F)(F)F